ethoxyethoxyheptapropylene glycol C(C)OCCOCC(COC(C)COC(C)COC(C)COC(C)COC(C)COC(C)CO)O